triphenyl-(10-(2,3,4,5-tetramethoxy-6-methylphenyl)decyl)phosphonium C1(=CC=CC=C1)[P+](CCCCCCCCCCC1=C(C(=C(C(=C1C)OC)OC)OC)OC)(C1=CC=CC=C1)C1=CC=CC=C1